C(CCCCC)C1=CC=C(C=C1)C1=NC2=CC=CC=C2C=C1 (4-n-hexyl-phenyl)quinoline